butyl (S)-7-((S)-1-(benzyloxy)-3-methyl-1-oxobutan-2-yl)-6-oxo-2,7-diazaspiro[4.4]nonane-2-carboxylate C(C1=CC=CC=C1)OC([C@H](C(C)C)N1C([C@]2(CCN(C2)C(=O)OCCCC)CC1)=O)=O